FC1=CC=C(C=C1)C(N1C[C@H](N(C[C@@H]1C)C1=CC(N(C=2C=CC(=NC12)C#N)C)=O)C)C1=CC=C(C=C1)F 8-((2R,5S)-4-(bis(4-fluorophenyl)methyl)-2,5-dimethylpiperazin-1-yl)-5-methyl-6-oxo-5,6-dihydro-1,5-naphthyridine-2-carbonitrile